1,1,3-tri(3-tert-butyl-4-hydroxy-6-methylphenyl)butane C(C)(C)(C)C=1C=C(C(=CC1O)C)C(CC(C)C1=CC(=C(C=C1C)O)C(C)(C)C)C1=CC(=C(C=C1C)O)C(C)(C)C